C1(CC1)CN[C@H]1CN(CCC1)C=1C=NC(=CC1)C1(CC(C1)(F)F)N1N=NC(=C1)C=1C=NC=C(C1)C1CC1 (R)-N-(cyclopropylmethyl)-1-(6-(1-(4-(5-cyclopropylpyridin-3-yl)-1H-1,2,3-triazol-1-yl)-3,3-difluorocyclobutyl)pyridin-3-yl)piperidin-3-amine